4,6,7-trifluoro-1H-indole-2-carboxylic acid methyl ester COC(=O)C=1NC2=C(C(=CC(=C2C1)F)F)F